C(C)C=1C(NC=2C=C(C=NC2C1)CN1CC2(CN(C2)C(=O)C=2C=CC(=NC2F)C(=O)NC)C1)=O 5-(6-((7-ethyl-6-oxo-5,6-dihydro-1,5-naphthyridin-3-yl)methyl)-2,6-diazaspiro[3.3]heptane-2-carbonyl)-6-fluoro-N-methylpicolinamide